2-(cinnolin-6-yl)-6-(2,2-difluoroethoxy)-4-(4-(difluoromethoxy)phenyl)pyrido[3,2-c]pyridazin-3(2H)-one N1=NC=CC2=CC(=CC=C12)N1N=C2C(=C(C1=O)C1=CC=C(C=C1)OC(F)F)N=C(C=C2)OCC(F)F